(S)-4-(7-Chloro-8-fluoro-2-((tetrahydro-1H-pyrrolizin-7a(5H)-yl)methoxy)pyrido[4,3-d]pyrimidin-4-yl)-6-methyl-1,4-oxazepan-6-ol ClC1=C(C=2N=C(N=C(C2C=N1)N1CCOC[C@](C1)(O)C)OCC12CCCN2CCC1)F